C(C)C1=NC2=C(N1C1=CC3=CC=C(C=C3C=C1)B1OC(C(O1)(C)C)(C)C)C=CC=C2 2-ethyl-1-(6-(4,4,5,5-tetramethyl-1,3,2-dioxaborolan-2-yl)naphthalen-2-yl)-1H-benzo[d]imidazole